CC1=C(C=CC=C1/C=C/C=1C=C(CNC(C(=O)O)(CO)CO)C=CC1C(F)(F)F)C1=CC=CC=C1 (E)-2-(3-(2-(2-methylbiphenyl-3-yl)vinyl)-4-(trifluoromethyl)benzylamino)-3-hydroxy-2-hydroxymethylpropionic acid